C(C1=CC=CC=C1)N1CCC2(CO2)CC1 6-benzyl-1-oxa-6-azaspiro[2.5]octane